FC(OC1=CC=C2C3(CNC2=C1)CC3)(F)F 6'-(trifluoromethoxy)spiro[cyclopropane-1,3'-indoline]